C(C)(C)(C)OC(=O)N1CCN(CC1)C12CCC(CC1)(CC2)C(=O)O 4-(4-(tert-butoxycarbonyl)piperazin-1-yl)bicyclo[2.2.2]octane-1-carboxylic acid